Quinoxaline 1-oxide [N+]1(=CC=NC2=CC=CC=C12)[O-]